phenanthren-3-yl-2-bromo-2-methylpropanoate C1=CC(=CC=2C3=CC=CC=C3C=CC12)OC(C(C)(C)Br)=O